CCC1C(=NN=NN=C1N)N azobisamidinopropane